(S)-2-amino-2-cyclopropyl-ethanol hydrochloride Cl.N[C@H](CO)C1CC1